C(#N)C1=CC(=NC=C1)N1[C@@H](CCC1=O)C(=O)N(C1=CC(=CC=C1)F)[C@@]1(CCCC2=CC=CC=C12)C(=O)C1CCCCC1 (S)-1-(4-cyanopyridin-2-yl)-N-((R)-1-(cyclohexylformyl)-1,2,3,4-tetrahydronaphthalen-1-yl)-N-(3-fluorophenyl)-5-oxopyrrolidine-2-carboxamide